((2R,3S,4R,5S)-5-(4-aminopyrrolo[2,1-f][1,2,4]triazin-7-yl)-2-cyano-3,4-dihydroxytetrahydrofuran-2-yl)methyl ((R)-2-(4-cyano-3-isopropoxyphenoxy) henicosyl) hydrogen phosphate P(=O)(OC[C@]1(O[C@H]([C@@H]([C@@H]1O)O)C1=CC=C2C(=NC=NN21)N)C#N)(OC[C@@H](CCCCCCCCCCCCCCCCCCC)OC2=CC(=C(C=C2)C#N)OC(C)C)O